O[C@H]1C(=CC([C@@H]1O)=O)\C=C\C (4S,5R)-4,5-Dihydroxy-3-[(E)-prop-1-enyl]cyclopent-2-en-1-one